[Mn].[Fe].[K] potassium iron-manganese